ClC1=C(C=CC=C1C)C 4-chloro-3,5-dimethylbenzene